ClC1=CC(=C(N=N1)C(NC)=O)NCCC1N(CCCC1)C(=O)OC(C)(C)C tert-butyl 2-(2-(6-chloro-3-(methylcarbamoyl)pyridazin-4-ylamino)ethyl)piperidine-1-carboxylate